Aminophenol C1=CC=C(C(=C1)N)O